methyl 3-amino-5,6-dihydro-4H-pyrrolo[1,2-b]pyrazole-2-carboxylate NC1=C2N(N=C1C(=O)OC)CCC2